N-benzyl-1,2-ethanedi-amine C(C1=CC=CC=C1)NCCN